2,4,5-tris(4-acetamidophenyl)-1H-imidazole C(C)(=O)NC1=CC=C(C=C1)C=1NC(=C(N1)C1=CC=C(C=C1)NC(C)=O)C1=CC=C(C=C1)NC(C)=O